C(C1=CC=CC=C1)N1CCC(CC1)C(=O)NCC1=C(C=C(C=C1)C#N)Cl 1-benzyl-N-(2-chloro-4-cyanobenzyl)piperidine-4-carboxamide